COC1=CC=C(CN(C=2N=CN(C(C2C(=O)OC)=O)C2=C(C=C(C=C2Cl)OCCC)Cl)CC2=CC=C(C=C2)OC)C=C1 methyl 4-(bis(4-methoxybenzyl)amino)-1-(2,6-dichloro-4-propoxyphenyl)-6-oxo-1,6-dihydropyrimidine-5-carboxylate